NCC=CCCCN 1,6-diamino-2-hexene